ClC=1C(=C(NC2=C(NC3=C2C(NCC3)=O)C3=C(C=NC=C3)OC[C@H]3OCC(OC3)(C)C)C=CC1)C 3-(3-chloro-2-methylanilino)-2-(3-{[(2R)-5,5-dimethyl-1,4-dioxan-2-yl]methoxy}pyridin-4-yl)-1,5,6,7-tetrahydro-4H-pyrrolo[3,2-c]pyridin-4-one